(±)-4,5-dichloro-N-[3-(4-cyanophenyl)tetrahydrofuran-3-yl]-1-methyl-indole-2-carboxamide ClC1=C2C=C(N(C2=CC=C1Cl)C)C(=O)N[C@@]1(COCC1)C1=CC=C(C=C1)C#N |r|